C(#N)C1=C(N(N=C1)C1=C(C=C(C=C1OC)F)F)NC(COC)=O N-[4-cyano-2-(2,4-difluoro-6-methoxy-phenyl)pyrazol-3-yl]-2-methoxy-acetamide